ClC=1SC(=CC1S(=O)(=O)NC1=CC=C(C=C1)C)Cl 2,5-dichloro-N-p-tolylthiophene-3-sulfonamide